2-methyl-5-(phenylthio)benzofuran-3-carboxylic acid CC=1OC2=C(C1C(=O)O)C=C(C=C2)SC2=CC=CC=C2